6-bromo-2,3-dimethylquinoxaline BrC=1C=C2N=C(C(=NC2=CC1)C)C